methyl 4,6-difluoro-1-methylindole-2-carboxylate FC1=C2C=C(N(C2=CC(=C1)F)C)C(=O)OC